(S)-2-amino-3-(4-(4-((3'-methoxy-[1,1'-biphenyl]-4-yl)methoxy)thieno[3,2-d]pyrimidine-7-yl)phenyl)propionic acid hydrochloride Cl.N[C@H](C(=O)O)CC1=CC=C(C=C1)C1=CSC2=C1N=CN=C2OCC2=CC=C(C=C2)C2=CC(=CC=C2)OC